3-{5-[6-(1-ethoxyvinyl)-5-(1-hydroxypropan-2-yl)pyridazin-4-yl]-1H-pyrazol-3-yl}bicyclo[1.1.1]pentane-1-carboxylic acid methyl ester COC(=O)C12CC(C1)(C2)C2=NNC(=C2)C2=CN=NC(=C2C(CO)C)C(=C)OCC